{[(2-bromophenyl)methyl]sulfanyl}acetyl chloride BrC1=C(C=CC=C1)CSCC(=O)Cl